3-(2,2-diphenyl-2-(((triisopropylsilyl)oxy)methoxy)acetoxy)spiro[bicyclo[3.2.1]octane-8,1'-pyrrolidin]-8-ium chloride [Cl-].C1(=CC=CC=C1)C(C(=O)OC1CC2CCC(C1)[N+]21CCCC1)(OCO[Si](C(C)C)(C(C)C)C(C)C)C1=CC=CC=C1